hexafluoro-1,2,3,4-tetrachlorobutane FC(C(C(C(Cl)(F)F)(Cl)F)(Cl)F)(Cl)F